1-triethylsilyl-2,2-diethoxy-1-aza-2-Silacyclopentane C(C)[Si](N1[Si](CCC1)(OCC)OCC)(CC)CC